FC1=CC=C(C(=O)N2[C@@H](C=3N(CC2)C(=NC3NC(CCOC)=O)C3=NC(=NS3)C)C)C=C1 (R)-N-(7-(4-Fluorobenzoyl)-8-methyl-3-(3-methyl-1,2,4-thiadiazol-5-yl)-5,6,7,8-Tetrahydroimidazo[1,5-a]pyrazin-1-yl)-3-methoxypropionamide